OCC1(O[C@H]([C@H]2[C@@H]1OC(O2)(C)C)C2=CC=C1C(=NC=NN12)NC(OC(C)(C)C)=O)CO tert-butyl (7-((3aS,4S,6aS)-6,6-bis(hydroxymethyl)-2,2-dimethyltetrahydrofuro[3,4-d][1,3]dioxol-4-yl)pyrrolo[2,1-f][1,2,4]triazin-4-yl)carbamate